FC1=CC=CC(=N1)NC1=C(C(=O)NOC)C(=CC=N1)C1=C(C(=CC=C1)C1=NN(C=C1)C)OC ((6-fluoropyridin-2-yl)amino)-N-methoxy-4-(2-methoxy-3-(1-methyl-1H-pyrazole-3-yl)phenyl)nicotinamide